C(C(C)C)[Al](CCCCCC=C)CCCCCC=C isobutyl-bis(hept-6-en-1-yl)-aluminum